3-(4-fluoro-5-(methyl-((1s,2r)-2-(methylamino)cyclohexyl)amino)-1-oxoisoindolin-2-yl)piperidine-2,6-dione FC1=C2CN(C(C2=CC=C1N([C@@H]1[C@@H](CCCC1)NC)C)=O)C1C(NC(CC1)=O)=O